N-β-hydroxyethyl-2,2,6,6-tetramethyl-4-hydroxy-piperidyl succinate C(CCC(=O)[O-])(=O)OC1C(N(C(CC1O)(C)C)CCO)(C)C